C(C)(C)(C)OC(=O)N1CCN(CC1)CC1=CC(=C(C(=C1)OC)N)N 4-[(3,4-diamino-5-methoxyphenyl)methyl]piperazine-1-carboxylic acid tert-butyl ester